1-(4-isobutyl-3,4-dihydroquinoxaline-1(2H)-yl)-2-(4-methylpiperazin-1-yl)ethan-1-one C(C(C)C)N1CCN(C2=CC=CC=C12)C(CN1CCN(CC1)C)=O